5-O-[(1,1-dimethylethyl)diphenylsilyl]-4-C-azidoethyl-3-O-benzyl-1,2-di-O-acetyl-α-D-ribofuranose CC(C)(C)[Si](OC[C@@]1([C@H]([C@H]([C@@H](OC(C)=O)O1)OC(C)=O)OCC1=CC=CC=C1)CCN=[N+]=[N-])(C1=CC=CC=C1)C1=CC=CC=C1